(Z)-2-(5-(2-fluorobenzylidene)-2,4-dioxothiazolidin-3-yl)-N-(4-methyl-2-oxo-2H-chromen-7-yl)acetamide FC1=C(\C=C/2\C(N(C(S2)=O)CC(=O)NC2=CC=C3C(=CC(OC3=C2)=O)C)=O)C=CC=C1